ClCCCC(C(C(=O)[O-])O)=C=O 6-chloro-(5S)-hydroxy-3-carbonylhexanoate